C(C1=CC=CC=C1)O[C@H]1C[C@@H](O[C@@H]1[C@@H](C(F)(F)F)O)N1C(NC(C(=C1)F)=O)=O 1-[(2R,4S,5R)-4-benzyloxy-5-[(1S)-2,2,2-trifluoro-1-hydroxy-ethyl]tetrahydrofuran-2-yl]-5-fluoro-pyrimidine-2,4-dione